BrC1=C(C=C(C=C1)C([2H])([2H])N(C)C)C 1-(4-bromo-3-methyl-phenyl)-1,1-dideutero-N,N-dimethyl-methylamine